CC1(OC=2C(=NC(=CC2)C=2C(=CC(=NC2)NC(C)=O)NC2=NC(=CC(=C2)C2CC(OC(C2)(C)C)(C)C)S(=O)(=O)C)OC1)C N-(5-(2,2-dimethyl-2,3-dihydro-[1,4]dioxino[2,3-b]pyridin-6-yl)-4-((6-(methylsulfonyl)-4-(2,2,6,6-tetramethyltetrahydro-2H-pyran-4-yl)pyridin-2-yl)amino)pyridin-2-yl)acetamide